1-(1-bromo-2,2,2-trifluoroethyl)-4-methylbenzene BrC(C(F)(F)F)C1=CC=C(C=C1)C